(tert-butyl 1-(chlorosulfonyl)-3-phenylpropan-2-yl) carbamate C(N)(OC(CS(=O)(=O)Cl)C(C1=CC=CC=C1)C(C)(C)C)=O